N1(N=NC2=C1C=CC=C2)C2=CC=CC1=CC=CC=C21 4-(1H-benzo[d][1,2,3]triazol-1-yl)naphthalene